N1C(=NC=C1)C[C@H](CC(C)C)NC1=NC(=NC=2CCCCC12)N1CC2(CN(C2)C(C=C)=O)CC1 1-(6-(4-(((2S)-1-(1H-imidazol-2-yl)-4-methyl-2-pentanyl)amino)-5,6,7,8-tetrahydro-2-quinazolinyl)-2,6-diazaspiro[3.4]octan-2-yl)-2-propen-1-one